NC1=NC=CC=C1S(=O)(=O)NC(=O)C=1C(=NC(=CC1)C1=NC(=CC(=C1)C)OCC)N1C(C[C@@H](C1)C)(C)C N-[(2-Amino-3-pyridyl)sulfonyl]-6-(6-ethoxy-4-methyl-2-pyridyl)-2-[(4S)-2,2,4-trimethylpyrrolidin-1-yl]pyridin-3-carboxamid